C(C)O/C=C/C(=O)Cl (E)-3-ethoxyacryloyl chloride